FC1=C(C=CC(=C1)F)C1=CC(=NO1)C(=O)N1CC(C=2C=CC=NC2C1)C=1C(=NN(C1C)C)C [5-(2,4-difluorophenyl)isoxazol-3-yl]-[5-(1,3,5-trimethylpyrazol-4-yl)-6,8-dihydro-5H-1,7-naphthyridin-7-yl]methanone